FC=1C(=C(C=CC1)S(=O)(=O)N)C 3-fluoro-2-methylbenzenesulfonamide